6-chloro-N-{4-[(1-ethyl-1,3-benzodiazol-5-yl)oxy]-3-methylphenyl}pyrido[3,2-d]pyrimidin-4-amine ClC=1C=CC=2N=CN=C(C2N1)NC1=CC(=C(C=C1)OC1=CC2=C(N(C=N2)CC)C=C1)C